COC1=NC=C(C(=N1)OC)C=1C=C(C=2N(N1)C=CN2)N2CC(C(C2)(F)F)CC(=O)NC21CC(C2)(C1)F 2-(1-(6-(2,4-dimethoxypyrimidin-5-yl)imidazo[1,2-b]pyridazin-8-yl)-4,4-difluoropyrrolidin-3-yl)-N-(3-fluorobicyclo[1.1.1]pentan-1-yl)acetamide